C(C)OC(C[C@@H](C=1C=C(C=CC1)C1=C(C=CC=C1)C)NC(=O)NC=1C(N(C=C(C1O)C)CC)=O)=O (S)-3-(3-(1-ethyl-4-hydroxy-5-methyl-2-oxo-1,2-dihydropyridin-3-yl)ureido)-3-(2'-methylbiphenyl-3-yl)propanoic acid ethyl ester